S(=O)(=O)([O-])S(=O)(=O)[O-] metabisulphate